N-benzyl-3-(2-pivaloylamino-1H-benzo[d]imidazol-6-yl)benzamide C(C1=CC=CC=C1)NC(C1=CC(=CC=C1)C=1C=CC2=C(NC(=N2)NC(C(C)(C)C)=O)C1)=O